C12(CC3CC(CC(C1)C3)C2)NCCC2=CC=C(CNC=3C=CC=C1C(=NN(C31)C)C3C(NC(CC3)=O)=O)C=C2 3-(7-((4-(2-((adamantan-1-yl)amino)ethyl)benzyl)amino)-1-methyl-1H-indazol-3-yl)piperidine-2,6-dione